[2H]C(N1C=2N(C3=CC=C(C=C3C1=O)S(=O)(=O)NC1(CC1)C)[C@@H](CN2)C(F)(F)F)(C=2C=NN(C2)C)[2H] (S)-4-(dideutero(1-methyl-1H-pyrazol-4-yl)methyl)-N-(1-methylcyclopropyl)-5-oxo-1-(trifluoromethyl)-1,2,4,5-tetrahydroimidazo[1,2-a]quinazoline-7-sulfonamide